1-[5-(5-chloro-2-methoxypyridin-4-yl)-1H-pyrazole-3-carbonyl]-N-{[3-fluoro-5-(trifluoromethyl)phenyl]methyl}piperidine-4-carboxamide ClC=1C(=CC(=NC1)OC)C1=CC(=NN1)C(=O)N1CCC(CC1)C(=O)NCC1=CC(=CC(=C1)C(F)(F)F)F